2,4,7,12-tetrahydroxy-cholan-24-oic acid OC1CC(C2CC([C@H]3[C@@H]4CC[C@H]([C@@H](CCC(=O)O)C)[C@]4(C(C[C@@H]3[C@]2(C1)C)O)C)O)O